O1CCC12COCCN(C2)C(=O)OC(C)(C)C tert-butyl 1,6-dioxa-9-azaspiro[3.6]decane-9-carboxylate